(1aS,7bR)-2-hydroxy-5-({1-[(4R)-4-hydroxy-L-prolyl]azetidin-3-yl}oxy)-1,1a,2,7b-tetrahydrocyclopropa[c][1,2]benzoxaborinine-4-carboxylic acid OB1OC2=C([C@H]3[C@@H]1C3)C=CC(=C2C(=O)O)OC2CN(C2)C([C@H]2NC[C@@H](C2)O)=O